benzyl 4-(4-(tert-butoxycarbonyl)piperazin-1-yl)-2-chloro-3-cyano-5,8-dihydro-1,7-naphthyridine-7(6H)-carboxylate C(C)(C)(C)OC(=O)N1CCN(CC1)C1=C(C(=NC=2CN(CCC12)C(=O)OCC1=CC=CC=C1)Cl)C#N